[N-](S(=O)(=O)C(F)(F)F)S(=O)(=O)C(F)(F)F.C(#N)CN1CN(C=C1)C 1-cyanomethyl-3-methylimidazole bis(trifluoromethanesulfonyl)imide salt